1-(dimethyl-(3-methyl-1H-inden-1-yl)silyl)-3-(2-phenylpropyl)-1,5,6,7-tetrahydro-s-indacen C[Si](C1C=C(C2=CC=3CCCC3C=C12)CC(C)C1=CC=CC=C1)(C1C=C(C2=CC=CC=C12)C)C